N-(5-hydroxypyridin-2-yl)-4-(4-methoxyphenyl)piperazine-1-carboxamide OC=1C=CC(=NC1)NC(=O)N1CCN(CC1)C1=CC=C(C=C1)OC